FC(C=1C=C(O[C@H]2C[C@H](C2)OC=2N=CC(=NC2)C2=CC(=NO2)[O-])C=CC1)(F)F.[NH4+] ammonium 5-[5-({cis-3-[3-(trifluoromethyl)phenoxy]cyclobutyl}oxy)pyrazin-2-yl]isoxazol-3-olate